ClC=1C=2N(C=CN1)C(=CN2)C=2C(=NN(C2)C(C2=CC=CC=C2)(C2=CC=CC=C2)C2=CC=CC=C2)C#N 4-(8-chloroimidazo[1,2-a]pyrazin-3-yl)-1-trityl-1H-pyrazole-3-carbonitrile